C(C)(C)(C)OC(=O)N1C(CCCC1)C(C)=O Tert-butyl-2-acetylpiperidine-1-carboxylate